4-amino-7-cyclopropyl-1-(2-(trifluoro-methyl)pyridin-3-yl)quinazolin-2(1H)-one NC1=NC(N(C2=CC(=CC=C12)C1CC1)C=1C(=NC=CC1)C(F)(F)F)=O